C[C@@H]1N2N=CC(C3=NN(C=4C=CC(OCCCOCC1)=CC34)C3OCCCC3)=C2 (6S)-6-methyl-18-(oxan-2-yl)-9,13-dioxa-4,5,18,19-tetraazatetracyclo[12.5.2.12,5.017,20]docosa-1(19),2(22),3,14(21),15,17(20)-hexaene